C1(CC1)CN1C(=NC2=NC=C(C=C21)C=2C(=NOC2C)C)NCC 1-(cyclopropylmethyl)-6-(3,5-dimethylisoxazol-4-yl)-N-ethyl-1H-imidazo[4,5-b]pyridin-2-amine